N-methyl-N-[4-methyl-2-(3-pyridyl)thiazol-5-yl]-3-methylthio-propanamide CN(C(CCSC)=O)C1=C(N=C(S1)C=1C=NC=CC1)C